The molecule is a fatty acid methyl ester resulting from the formal condensation of the carboxy group of oleic acid with methanol. It derives from an oleic acid. CCCCCCCC/C=C\\CCCCCCCC(=O)OC